N-(3-fluoro-5-methoxybenzyl)-2,2-dimethoxyethylamine FC=1C=C(CNCC(OC)OC)C=C(C1)OC